2',4-Dihydroxy-4',6'-bis[(2-methoxyethoxy)methoxy]chalcone OC1=C(C(/C=C/C2=CC=C(C=C2)O)=O)C(=CC(=C1)OCOCCOC)OCOCCOC